N-[2-(4-formylcyclohexyl)-6-methoxy-1-oxo-isoindolin-5-yl]-6-(trifluoromethyl)pyridine-2-carboxamide C(=O)C1CCC(CC1)N1C(C2=CC(=C(C=C2C1)NC(=O)C1=NC(=CC=C1)C(F)(F)F)OC)=O